OC(C)C=1C(=NC(=CC1)N1C=NC2=C1C=C(C(=C2)NC=2N=NC(=CC2)C)C(F)(F)F)N2N=C(C=C2C)C#N 1-[3-(1-hydroxyethyl)-6-[5-[(6-methylpyridazin-3-yl)amino]-6-(trifluoromethyl)benzimidazol-1-yl]-2-pyridyl]-5-methyl-pyrazole-3-carbonitrile